ClC1=NC=C(C(=C1)C1=C(C=NC(=C1)C)C(=O)NC=1SC2=C(N1)CN(C2)C(=O)C2CCC(CC2)O)OC 2'-chloro-5'-methoxy-6-methyl-N-{5-[(1r,4r)-4-hydroxycyclohexanecarbonyl]-4H,5H,6H-pyrrolo[3,4-d][1,3]thiazol-2-yl}-[4,4'-bipyridine]-3-carboxamide